N-((4-(2-(tert-butyldimethylsilyloxy)ethyl)-5-(trifluoromethyl)-4H-1,2,4-triazol-3-yl)methyl)-6-methoxypyridin-3-amine [Si](C)(C)(C(C)(C)C)OCCN1C(=NN=C1C(F)(F)F)CNC=1C=NC(=CC1)OC